N,N,N',N'-tetramethyl-1,3-diaminobutane CN(CCC(C)N(C)C)C